CCCCCC/C=C\CCCCCCCC(=O)O[C@H](COC(=O)CCCCCCCCCCC/C=C\C/C=C\CCCCC)COP(=O)(O)OC[C@@H](C(=O)O)N 1-(13Z,16Z-docosadienoyl)-2-(9Z-hexadecenoyl)-glycero-3-phosphoserine